FC([C@@H]1[C@@H](C1)C(=O)NC=1N=CC2=C(N=CC(=C2C1)C1=NN2C(C=CC(=C2)N2C[C@@H](OCC2)C)=N1)NC([2H])([2H])[2H])F (1R,2S)-2-(difluoromethyl)-N-(8-((methyl-d3)amino)-5-(6-((S)-2-methylmorpholino)-[1,2,4]triazolo[1,5-a]pyridin-2-yl)-2,7-naphthyridin-3-yl)cyclopropane-1-carboxamide